CC1(OB(OCC1(C)C)OC(C)C)C 4,4,5,5-tetramethyl-2-(prop-2-yloxy)-1,3,2-dioxaborinan